N=1C=NN2C1C=C(C=C2)OC2=CC(=C(C=C2C)NC=2C1=C(N=CN2)C=NC(=N1)SC)OC N-(4-([1,2,4]Triazolo[1,5-a]pyridin-7-yloxy)-2-methoxy-5-methylphenyl)-6-(methylthio)pyrimido[5,4-d]pyrimidin-4-amine